FC1=CC=C2C(=CNC2=C1)C1CCN(CC1)C(=O)N1C[C@@H]2[C@@H](OCC(N2)=O)CC1 |r| rac-(4aR,8aS)-6-[4-(6-Fluoro-1H-indol-3-yl)piperidine-1-carbonyl]-4,4a,5,7,8,8a-hexahydropyrido[4,3-b][1,4]oxazin-3-one